tert-butyl N-methyl-N-(2-oxo-4-piperidyl)carbamate CN(C(OC(C)(C)C)=O)C1CC(NCC1)=O